FC=1C=C2C(=C3N(C2=CC1)CCC(C3)(F)F)C(=O)O 2,8,8-trifluoro-6,7,8,9-tetrahydropyrido[1,2-a]indole-10-carboxylic acid